[Si](C1=CC=CC=C1)(C1=CC=CC=C1)(C(C)(C)C)OCC(CC(C(=O)C=1N(N=C2C1CN([C@@H](C2)C)C(=O)OC(C)(C)C)C(=O)OC(C)(C)C)C(=O)OCC)=C (6R)-di-tert-butyl 3-(4-(((tert-butyldiphenylsilyl)oxy) methyl)-2-(ethoxycarbonyl)pent-4-enoyl)-6-methyl-6,7-dihydro-2H-pyrazolo[4,3-c]pyridine-2,5(4H)-dicarboxylate